2,4,6-tribromo-m-cresol BrC1=C(C(=CC(=C1O)Br)Br)C